C1=CC2=C3C(=C1)C(=O)C(=O)C3=CC=C2 The molecule is an orthoquinone that is the 1,2-dioxo derivative of acenaphthene. It has a role as an epitope and a chain carrier. It derives from a hydride of an acenaphthene.